OC(C)C1=CC2=C(C(C(O2)(C)C)=O)C=C1 6-(1-hydroxyethyl)-2,2-dimethylbenzofuran-3(2H)-one